BrC(C(=O)C=1C=C(C#N)C=CC1C1=CC(=NC(=C1)C1CC1)Cl)C 3-(2-bromopropanoyl)-4-(2-chloro-6-cyclopropylpyridin-4-yl)benzonitrile